Methyl (6-(((2-((3-methyl-3-azabicyclo[3.2.1]octan-8-yl)methoxy)pyridin-4-yl)methyl)amino)isoquinolin-1-yl)carbamate CN1CC2CCC(C1)C2COC2=NC=CC(=C2)CNC=2C=C1C=CN=C(C1=CC2)NC(OC)=O